C(C)(C)(C)OC(NC1=C2C(=NC=N1)NN(C2)Cl)=O (2-chloro-1H-pyrazolo[3,4-d]pyrimidin-4-yl)carbamic acid tert-butyl ester